FC1=C(C(=O)O)C(=CC=C1)C(F)(F)F 2-fluoro-6-(trifluoromethyl)benzoic acid